FC=1C(=NC=CC1)N1N(CC(=C1)C(F)(F)F)C(=O)OC(C)(C)C tert-butyl 2-(3-fluoropyridin-2-yl)-4-(trifluoromethyl)pyrazoline-1-carboxylate